(E)-6-(6-ethoxypyridin-3-yl)-N'-((4-methoxypyridin-2-yl)methylene)pyrazine-2-carbohydrazide C(C)OC1=CC=C(C=N1)C1=CN=CC(=N1)C(=O)N/N=C/C1=NC=CC(=C1)OC